3-Amino-8-(3-fluoro-5-(prop-1-yn-1-yl)phenyl)-N-propylimidazo[1,2-a]pyridine-2-carboxamide NC1=C(N=C2N1C=CC=C2C2=CC(=CC(=C2)C#CC)F)C(=O)NCCC